2-fluoro-6-methoxyaniline FC1=C(N)C(=CC=C1)OC